S(=O)(=O)(O)C1=C(C(SSC2=NC=CC=C2)(C)C(=O)ON2C(CCC2=O)=O)C=CC=C1 sulfosuccinimidyloxycarbonyl-α-methyl-α-(2-pyridyldithio)toluene